ClC=1C=C(C=CC1OCC1=CC=C(C=C1)F)NC1=NC=NC2=CC(=C(C=C12)OC1CC(N(CC1)C(=O)OC(C)(C)C)C)OC tert-butyl 4-((4-((3-chloro-4-((4-fluorobenzyl) oxy) phenyl) amino)-7-methoxyquinazolin-6-yl) oxy)-2-methylpiperidine-1-carboxylate